C[Si](CCOCN1C=CC2=C1N=CN=C2N2CCSC(=C2)C=2OC=NN2)(C)C 2-(4-(7-((2-(trimethylsilyl)ethoxy)methyl)-7H-pyrrolo[2,3-d]pyrimidin-4-yl)-3,4-dihydro-2H-1,4-thiazin-6-yl)-1,3,4-oxadiazole